IC1=CC=C(C=C1)CCC(C)=O 4-(4-iodophenyl)-butan-2-one